BrC1=CC(=CC2=C1N(C=N2)CCCN(C(OC(C)(C)C)=O)CCCO)F tert-butyl N-[3-(7-bromo-5-fluoro-benzimidazol-1-yl)propyl]-N-(3-hydroxypropyl)carbamate